COC1=CC=C(C=C1)CN1CCN(CC1)CC(=O)NC1=CC=CC2=CC=CC=C12 2-{4-[(4-methoxyphenyl)methyl]piperazin-1-yl}-N-(naphthalen-1-yl)acetamide